tetrafluoro-N,N-dimethyl-4'-(trifluoromethyl)-[1,1'-biphenyl]-2-sulfonamide FC=1C(=C(C(=C(C1C1=CC=C(C=C1)C(F)(F)F)S(=O)(=O)N(C)C)F)F)F